COC1=C(C(=CC(=C1)OCC1=C(C(=CC=C1)C1=CC=CC=C1)C)OC)CN1CCCCC1 (2S)-1-[[2,6-dimethoxy-4-[(2-methyl-3-phenylphenyl)methoxy]phenyl]methyl]piperidine